[(1R,7S)-7-[(Z)-N'-hydroxy-N-methyl-carbamimidoyl]-5-methyl-9-oxo-4,5,8,10-tetrazatricyclo[6.2.1.02,6]undeca-2(6),3-dien-10-yl] sulfate tetrabutylammonium salt C(CCC)[N+](CCCC)(CCCC)CCCC.S(=O)(=O)(ON1C(N2[C@@H](C=3N(N=CC3[C@@H]1C2)C)/C(/NC)=N/O)=O)[O-]